2-(non-8-enyl)isoindole-1,3-dione C(CCCCCCC=C)N1C(C2=CC=CC=C2C1=O)=O